2-fluoro-1-(3-{7-[(3-hydroxy-3-methylazetidin-1-yl)carbonyl]-3-[6-(trifluoromethyl)pyridin-3-yl]pyrazolo[4,3-b]pyridin-1-yl}azetidin-1-yl)prop-2-en-1-one FC(C(=O)N1CC(C1)N1N=C(C2=NC=CC(=C21)C(=O)N2CC(C2)(C)O)C=2C=NC(=CC2)C(F)(F)F)=C